(2S,5S)-8-fluoro-9-hydroxy-5-(hydroxymethyl)-2-isopropyl-1-methyl-1,4,5,6-tetrahydro-1,4-benzodiazocin-3(2H)-one FC=1C(=CC2=C(C[C@H](NC([C@@H](N2C)C(C)C)=O)CO)C1)O